(E)-2-Cyano-3-isopropyl-N-(1-(2-(2-methylpyridin-4-yl)vinyl)-1H-indazol-6-yl)isonicotinamide C(#N)C=1C(=C(C(=O)NC2=CC=C3C=NN(C3=C2)\C=C\C2=CC(=NC=C2)C)C=CN1)C(C)C